NC1(CCN(CC1)C(=O)C1=CC=C(O1)SC1=C(C(=O)O)C=CC=C1)C 2-((5-(4-amino-4-methylpiperidine-1-carbonyl)furan-2-yl)thio)benzoic acid